mono-bocamine C(=O)(OC(C)(C)C)N